FC=1C=C(C=C(C1)F)C=1OC=2N=C3N(C(C2N1)=O)CCCC3 2-(3,5-difluorophenyl)-5,6,7,8-tetrahydro-10H-oxazolo[5,4-D]pyrido[1,2-a]pyrimidin-10-one